3-(trifluoromethyl)phenyltrimethylammonium hydroxide [OH-].FC(C=1C=C(C=CC1)[N+](C)(C)C)(F)F